FC1=C(C=C(C=C1)NC(=O)NC1CC2(CN(C2)C(=O)C2=C3N(N=C2)C=CN3C)C1)OC(F)(F)F 1-(4-fluoro-3-(trifluoromethoxy)phenyl)-3-(2-(1-methyl-1H-imidazo[1,2-b]pyrazole-7-carbonyl)-2-azaspiro[3.3]heptan-6-yl)urea